FC1=CC=C(C=C1)S(=N[Si](C(C)C)(C(C)C)C(C)C)NS(=O)(=O)C1=CC=C(C=C1)[N+](=O)[O-] N-(S-(4-Fluorophenyl)-N-(triisopropylsilyl)sulfinimidoyl)-4-nitrobenzenesulfonamide